2-(N-[(2S)-4-[3-chloro-4-(trifluoromethyl)phenyl]-2-(9H-fluoren-9-ylmethoxycarbonyl-amino)butanoyl]anilino)acetic acid ClC=1C=C(C=CC1C(F)(F)F)CC[C@@H](C(=O)N(C1=CC=CC=C1)CC(=O)O)NC(=O)OCC1C2=CC=CC=C2C=2C=CC=CC12